5-methoxy-N-methyl-N-allyltryptamine COC1=CC=C2NC=C(CCN(CC=C)C)C2=C1